(1R,5S,8R)-3-(7-bromo-6,8-difluoro-2-(((2R,7aS)-2-fluorotetrahydro-1H-pyrrolizin-7a(5H)-yl)methoxy)quinazolin-4-yl)-3-azabicyclo[3.2.1]octane-8-carbonitrile BrC1=C(C=C2C(=NC(=NC2=C1F)OC[C@]12CCCN2C[C@@H](C1)F)N1C[C@@H]2CC[C@H](C1)C2C#N)F